C1(CCCC1)NC=1C2=C(N=C(N1)C#CC1=CC=CC=C1)CCCN2 N-cyclopentyl-2-(2-phenylethynyl)-5,6,7,8-tetrahydropyrido[3,2-d]pyrimidin-4-amine